N-(6-((4-cyanophenyl)amino)-1H-pyrazolo[3,4-b]pyridin-3-yl)-4-(1-methylpiperidin-4-yl)benzamide C(#N)C1=CC=C(C=C1)NC1=CC=C2C(=N1)NN=C2NC(C2=CC=C(C=C2)C2CCN(CC2)C)=O